NC1=C2C(=NC=N1)N(N=C2C2=CC=C(C=C2)OC2=CC=CC=C2)C2CCC(CC2)CN2C1CN(CC2CC1)C=1C=C2C(N(C(C2=CC1)=O)C1C(NC(CC1)=O)=O)=O 5-(8-((4-(4-amino-3-(4-phenoxyphenyl)-1H-pyrazolo[3,4-d]pyrimidin-1-yl)cyclohexyl)methyl)-3,8-diazabicyclo[3.2.1]octan-3-yl)-2-(2,6-dioxopiperidin-3-yl)isoindoline-1,3-dione